tert-butyl-2-(2-fluorophenoxy)-N-isoamyl-1H-imidazole-1-carboxamide C(C)(C)(C)C=1N=C(N(C1)C(=O)NCCC(C)C)OC1=C(C=CC=C1)F